S-ethyl-glutathione C(C)SC[C@H](NC(CC[C@H](N)C(=O)O)=O)C(=O)NCC(=O)O